CC1(OC2=C(C1)C=CC=C2OCC(=O)NN)C 2-((2,2-dimethyl-2,3-dihydrobenzofuran-7-yl)oxy)acetohydrazide